3,4-bis(4'-amino-[1,1'-biphenyl]-4-yl)-2,5-bis(4-nitrophenyl)cyclopenta-2,4-dienone NC1=CC=C(C=C1)C1=CC=C(C=C1)C1=C(C(C(=C1C1=CC=C(C=C1)C1=CC=C(C=C1)N)C1=CC=C(C=C1)[N+](=O)[O-])=O)C1=CC=C(C=C1)[N+](=O)[O-]